4-(8-(3,8-diazabicyclo[3.2.1]octan-3-yl)-4-fluoro-6-(((2R,7aS)-2-fluorotetrahydro-1H-pyrrolizin-7a(5H)-yl)methoxy)pyrimido[5,4-c]pyridazin-3-yl)-5-ethynyl-6-fluoronaphthalen-2-ol C12CN(CC(CC1)N2)C2=NC(=NC1=C2N=NC(=C1F)C1=CC(=CC2=CC=C(C(=C12)C#C)F)O)OC[C@]12CCCN2C[C@@H](C1)F